(5-Isopropyl-1H-pyrazol-3-yl)-[2-(4-phenylthiophene-2-carbonyl)-2,6-diazaspiro[3.3]heptan-6-yl]methanone C(C)(C)C1=CC(=NN1)C(=O)N1CC2(CN(C2)C(=O)C=2SC=C(C2)C2=CC=CC=C2)C1